1-((5-fluoro-6-((3-methylisoxazol-5-yl)methoxy)-1H-indol-2-yl)methyl)-3-methylurea FC=1C=C2C=C(NC2=CC1OCC1=CC(=NO1)C)CNC(=O)NC